C12(CCC(CC1)CC2)C2=NOC(=C2C(=O)OC2C[C@H]1CC[C@@H](C2)N1C=1SC2=C(N1)C(=CC(=C2)C(=O)O)F)C2CC2 2-[(1R,3R,5S)-3-[(3-[bicyclo[2.2.2]octan-1-yl]-5-cyclopropyl-1,2-oxazol-4-yl)carbonyloxy]-8-azabicyclo[3.2.1]octan-8-yl]-4-fluoro-1,3-benzothiazole-6-carboxylic acid